ClC1=C(C(=CC=C1)F)C1=NOC(=C1CO[C@H]1[C@@H]2C(N([C@H](C1)C2)C2=CC=C(C(=O)O)C=C2)=O)C2CC2 4-[(1S,4R,5R)-5-{[3-(2-chloro-6-fluorophenyl)-5-cyclopropyl-1,2-oxazol-4-yl]methoxy}-3-oxo-2-azabicyclo[2.2.1]heptan-2-yl]benzoic acid